FC1=C(C=CC=C1OC)CNC(=O)C=1C(=NN(C1)CC1=CC=C(C=C1)CN1C(=CC=CC1=O)F)COC N-[(2-fluoro-3-methoxyphenyl)methyl]-1-({4-[(2-fluoro-6-oxopyridin-1-yl)methyl]phenyl}methyl)-3-(methoxymethyl)pyrazole-4-carboxamide